ClCCOC1=CC=C(C=C1)N=NC1=CC=C(C(=O)NC2=C3CN(C(C3=CC=C2)=O)C2C(NC(CC2)=O)=O)C=C1 4-((4-(2-chloroethoxy)phenyl)diazenyl)-N-(2-(2,6-dioxopiperidin-3-yl)-1-oxoisoindol-4-yl)benzamide